C(#N)CN1N=C2C(N(C(C=C2N2C[C@H](N(C[C@@H]2CC)C(C)C2=NN(C=C2C#N)CC)CC)=O)C)=C1 3-(1-((2R,5S)-4-(2-(cyanomethyl)-4-methyl-5-oxo-4,5-dihydro-2H-pyrazolo[4,3-b]pyridin-7-yl)-2,5-diethylpiperazin-1-yl)ethyl)-1-ethyl-1H-pyrazole-4-carbonitrile